N-(4-((2-(1,1-difluoroethyl)-6-(1-isopropyl-1H-pyrazol-4-yl)pyrimidin-4-yl)amino)-5-ethoxypyridin-2-yl)acetamide FC(C)(F)C1=NC(=CC(=N1)NC1=CC(=NC=C1OCC)NC(C)=O)C=1C=NN(C1)C(C)C